N-(4-((3-chloro-2-fluorophenyl)amino)-7-((1-methyl-3-(trifluoromethyl)pyrrolidin-3-yl)ethynyl)quinazolin-6-yl)acrylamide ClC=1C(=C(C=CC1)NC1=NC=NC2=CC(=C(C=C12)NC(C=C)=O)C#CC1(CN(CC1)C)C(F)(F)F)F